FC(=C1CCC2=C(C(=CC=C12)C1=NN=C(C(N1C)=O)N[C@H]1CN(CCC1)C(C([2H])([2H])[2H])([2H])[2H])O)F (R)-3-(1-(difluoromethylene)-4-hydroxy-2,3-dihydro-1H-inden-5-yl)-6-((1-(ethyl-d5)piperidin-3-yl)amino)-4-methyl-1,2,4-triazine-5(4H)-one